2-carboxy-[1,1'-biphenyl]-4,4'-dicarboxylic acid C(=O)(O)C1=C(C=CC(=C1)C(=O)O)C1=CC=C(C=C1)C(=O)O